3,9-dimethoxy-8-(1-hydroxyhept-6-en-1-yl)benzo[5,6]oxazepin COC1=NOC2=C(C=C1)C=CC(=C2OC)C(CCCCC=C)O